C(C)(=O)[O-].[Ba+2].CS(=O)(=O)C1=NC=C(C(=N1)OC1C(CCC1)O)C(F)(F)F.C(C)(=O)[O-] 2-[2-methylsulfonyl-5-(trifluoromethyl)pyrimidin-4-yl]oxycyclopentanol barium acetate